(E)-1,2-bis(4-azidophenyl)ethene N(=[N+]=[N-])C1=CC=C(C=C1)\C=C\C1=CC=C(C=C1)N=[N+]=[N-]